N1N=CC2=C(C=CC=C12)C1=CC(=NC2=CC=C(C=C12)C(=O)OCC)C ethyl 4-(1H-indazol-4-yl)-2-methylquinoline-6-carboxylate